[Ca].[In] indium-calcium